2-((3,5-dicyano-4-cyclopropyl-6-((2-hydroxyethyl)(methyl)amino)pyridin-2-yl)thio)-2-phenylacetamide C(#N)C=1C(=NC(=C(C1C1CC1)C#N)N(C)CCO)SC(C(=O)N)C1=CC=CC=C1